COC(CCC\C=C/C[C@@H]1[C@H]([C@@H](C[C@@H]1O[Si](C(C)C)(C(C)C)C(C)C)O[Si](C(C)C)(C(C)C)C(C)C)CC[C@H](CCC1=CC=CC=C1)O[Si](C(C)C)(C(C)C)C(C)C)=O (Z)-7-((1R,2R,3R,5s)-2-((R)-5-phenyl-3-(triisopropylsiloxy)pentyl)-3,5-bis(triisopropylsiloxy)cyclopentyl)hept-5-enoic acid methyl ester